C1=NC=CC2=CC=CC(=C12)C1=NC=2N(C=C1)N=CC2C(=O)NC2=C(C(=CC=C2)C2=NN(C=N2)C)OC 5-(Isoquinolin-8-yl)-N-(2-methoxy-3-(1-methyl-1H-1,2,4-triazol-3-yl)phenyl)pyrazolo[1,5-a]pyrimidine-3-carboxamide